ClC=1C=C(C=C(C1OC1=NC=C(C(=C1)S(=O)(=O)C)O)Cl)N1N=C(C(NC1=O)=O)C#N 2-(3,5-dichloro-4-((5-hydroxy-4-(methylsulfonyl)pyridin-2-yl)oxy)phenyl)-3,5-dioxo-2,3,4,5-tetrahydro-1,2,4-triazine-6-carbonitrile